C(#N)C1=CC(=NN1C)C(=O)C1=C(N=C(S1)C)C1=C(C=C(C=C1F)F)[C@@H](C)OC=1C(=NC=CC1)NC(OC(C)(C)C)=O tert-butyl (R)-(3-(1-(2-(5-(5-cyano-1-methyl-1H-pyrazole-3-carbonyl)-2-methylthiazol-4-yl)-3,5-difluorophenyl)ethoxy)pyridin-2-yl)carbamate